TRIPHENYLMETHYLISOCYANIDE C1(=CC=CC=C1)C(C1=CC=CC=C1)(C1=CC=CC=C1)[N+]#[C-]